C(C)[C@]1(C(OCC=2C(N3CC=4C(=NC=5C=CC(=C(C5C4)CN4CCC(CC4)N(C(OC(C)(C)C)=O)C)O)C3=CC21)=O)=O)O tert-Butyl (S)-(1-((4-Ethyl-4,9-dihydroxy-3,14-dioxo-3,4,12,14-tetrahydro-1H-pyrano[3',4':6,7]indolizino[1,2-b]quinolin-10-yl)methyl)piperidin-4-yl)(methyl)carbamate